2,3,5-trifluoro-4-hydroxybenzamide, hydrochloride salt Cl.FC1=C(C(=O)N)C=C(C(=C1F)O)F